(S)-1-benzyl 2-methyl aziridine-1,2-dicarboxylate [N@]1(C(C1)C(=O)OC)C(=O)OCC1=CC=CC=C1